(S)-2-(3-(6-chloro-7-fluoro-5-methoxy-1-methyl-3-(1H-pyrazol-4-yl)-1H-indol-2-yl)-1H-1,2,4-triazol-5-yl)propionitrile ClC1=C(C=C2C(=C(N(C2=C1F)C)C1=NNC(=N1)[C@H](C#N)C)C=1C=NNC1)OC